O1C(=CC=C1)C[C@@]1(NCCC1)C(=O)O α-(2-furanylmethyl)-proline